3,5-dimethyl-4-hydroxypyrazole CC1=NNC(=C1O)C